CC(=O)OCC1=CC2=C(C=C1)OCO2 heliotropyl acetate